C(#C)C1=NC2=C3N=C(C=CC3=CC=C2C=C1)C#C 2,9-diacetylenyl-1,10-phenanthroline